(S)-6-(cyclopropylmethoxy)-N-(1-hydroxy-3-methylbutan-2-yl)-5-(pyrrolidin-1-yl)pyridineamide C1(CC1)COC1=C(C=CC(=N1)C(=O)N[C@H](CO)C(C)C)N1CCCC1